(E)-3-[4-({tert-Butoxycarbonyl-[2-(4-fluoro-phenyl)-cyclopropyl]-amino}-methyl)-phenyl]-acrylic Acid Methyl Ester COC(\C=C\C1=CC=C(C=C1)CN(C1C(C1)C1=CC=C(C=C1)F)C(=O)OC(C)(C)C)=O